2,4-diamino-3-chlorophenol NC1=C(C=CC(=C1Cl)N)O